NN1CCN(CC1)C(=O)C1(CC=C(CN2NC(C3=CC=CC=C3C2)=O)C=C1)F 3-(4-(4-amino-piperazin-1-carbonyl)-4-fluorobenzyl)phthalazin-1(2H)-one